FC1=CC=CC=2C=3N(C(=NC12)N)C=C(N3)CN3N=NC(=C3)C=3C=NC=CC3 7-fluoro-2-((4-(pyridin-3-yl)-1H-1,2,3-triazol-1-yl)methyl)imidazo[1,2-c]quinazolin-5-amine